N-(2-chloro-4-((methyl-d3)thio)phenyl)-2-(2-(2,3-dihydrobenzofuran-5-yl)-5-ethyl-7-oxo-6-(piperazine-1-yl)-[1,2,4]triazolo[1,5-a]pyrimidin-4(7H)-yl)acetamide ClC1=C(C=CC(=C1)SC([2H])([2H])[2H])NC(CN1C=2N(C(C(=C1CC)N1CCNCC1)=O)N=C(N2)C=2C=CC1=C(CCO1)C2)=O